4-(2-(4-Fluorophenyl)-1H-pyrrolo[2,3-b]pyridin-5-yl)-N-(2,2,2-trifluoroethyl)-thiophene-2-carboxamide FC1=CC=C(C=C1)C1=CC=2C(=NC=C(C2)C=2C=C(SC2)C(=O)NCC(F)(F)F)N1